3-amino-4-bromo-6-chloropyridazine NC=1N=NC(=CC1Br)Cl